tert-butyl 3-(hydroxymethyl)-3-methoxyazetidine-1-carboxylate OCC1(CN(C1)C(=O)OC(C)(C)C)OC